(R)-3-((2-(3-Aminopiperidin-1-yl)-1H-benzo[d]imidazol-1-yl)methyl)benzonitril N[C@H]1CN(CCC1)C1=NC2=C(N1CC=1C=C(C#N)C=CC1)C=CC=C2